(4-(4-(4-Chlorophenyl)piperazine-1-yl)phenyl)(6-methoxybenzofuran-2-yl)methanone ClC1=CC=C(C=C1)N1CCN(CC1)C1=CC=C(C=C1)C(=O)C=1OC2=C(C1)C=CC(=C2)OC